ClC1=CC=CC(=N1)C(=O)NC1=NN(C2=CC=CC=C12)CC1=CC=C(C=C1)C(F)(F)F 6-chloro-N-(1-(4-(trifluoromethyl)benzyl)-1H-indazol-3-yl)picolinamide